O=C1NC(CCC1N1C(C2=CC=C(C=C2C1=O)N1CCN(CC1)CC1=CC=C(C=C1)CN1CCN(CC1)C1=NC=NC(=C1)C=1NN=C2C=CC(=CC12)OC1(CC1)C)=O)=O 2-(2,6-dioxo-3-piperidyl)-5-[4-[[4-[[4-[6-[5-(1-methylcyclopropoxy)-2H-indazol-3-yl]pyrimidin-4-yl]piperazin-1-yl]methyl]phenyl]methyl]piperazin-1-yl]isoindoline-1,3-dione